(Z)-2-(4-((6-chloro-7-fluoro-1H-indol-3-yl)methylene)-2,5-dioxoimidazol-1-yl)-2-(4-cyanophenyl)-N-(1,3-Dihydroxypropan-2-yl)acetamide ClC1=CC=C2C(=CNC2=C1F)\C=C\1/NC(N(C1=O)C(C(=O)NC(CO)CO)C1=CC=C(C=C1)C#N)=O